COC(=O)C=1C=C2C(=CC=NC2=CC1OCCN1CCN(CC1)C)NC1=C(N=NC(=C1)C1=C(C=CC(=C1)Cl)F)C 4-{[6-(5-chloro-2-fluorophenyl)-3-methylpyridazin-4-yl]Amino}-7-[2-(4-methylpiperazin-1-yl)ethoxy]Quinoline-6-carboxylic acid methyl ester